[Cl-].C(CCCCCCCCCCCCCCCCC)(=O)OCC[N+](CCOC(CCCCCCCCCCCCCCCCC)=O)(C)C N,N-Bis(2-Stearoyloxyethyl)dimethylammonium chlorid